Methyl acetate trifluoroacetate salt FC(C(=O)O)(F)F.C(C)(=O)OC